benzyl 4-(butyl(ethoxycarbonyl)amino)-3-methylpentanoate C(CCC)N(C(C(CC(=O)OCC1=CC=CC=C1)C)C)C(=O)OCC